N-{2-[3-(2-aminoethyl)phenoxy]ethyl}-N-methylcyclopropylamine NCCC=1C=C(OCCN(C)C2CC2)C=CC1